N-[4-(5-chloro-1,3-benzoxazol-2-yl)-1-bicyclo[2.2.2]octanyl]-2,2-dioxo-2lambda6-thiaspiro[3.3]heptane-6-carboxamide ClC=1C=CC2=C(N=C(O2)C23CCC(CC2)(CC3)NC(=O)C3CC2(CS(C2)(=O)=O)C3)C1